C(C)(C)(C)N(C(O)=O)C1CC(CCC1)C(NC=1SC(=CN1)SCC=1OC(=CN1)C(C)(C)C)=O.OC1=CC=C(C=C1)SCC(=O)NC1=C(C=CC=C1)O N-(4'-hydroxyphenylthio)acetyl-2-hydroxyaniline tert-butyl-(3-((5-(((5-(tert-butyl)oxazol-2-yl)methyl)thio)thiazol-2-yl)carbamoyl)cyclohexyl)carbamate